dichloro-(1,5-cyclooctadiene) platinum (II) [Pt+2].ClC1=C(CCC=CCC1)Cl